2,6-dichloro-5-fluoro-3-cyanopyridine ClC1=NC(=C(C=C1C#N)F)Cl